N-[(1S)-1-(2,5-difluorophenyl)ethyl]-2-[(3R)-3-methyl-[1,4'-bipiperidin]-1'-yl]-1,3-thiazole-5-carboxamide FC1=C(C=C(C=C1)F)[C@H](C)NC(=O)C1=CN=C(S1)N1CCC(CC1)N1C[C@@H](CCC1)C